4-iodo-2-methoxynicotinaldehyde IC1=CC=NC(=C1C=O)OC